2-[CYCLOPENTYL(2-OXOETHYL)AMINO]ACETAMIDE C1(CCCC1)N(CC(=O)N)CC=O